FC(C1=C2C(=NC=C1)N(C(=N2)C2=CC=CC=C2)C2=CC1=C(NCS1)C=C2)F 6-[7-(Difluoromethyl)-2-phenyl-imidazo[4,5-b]pyridin-3-yl]-3H-1,3-benzothiazol